The molecule is a flavonoid oxoanion that is the conjugate base of luteolin, arising from selective deprotonation of the 7-hydroxy group. It is a conjugate base of a luteolin. C1=CC(=C(C=C1C2=CC(=O)C3=C(C=C(C=C3O2)O)O)O)[O-]